C(C)(CC)C1C(NC2=C(CN1C(=O)N1CC(CC1)N(C)C)C=CC=C2)=O 3-(sec-butyl)-4-(3-(dimethylamino)pyrrolidine-1-carbonyl)-1,3,4,5-tetrahydro-2H-benzo[1,4]diazepin-2-one